ClC=1C=C2C=CN(C2=C(C1)C1=C2C(=NC=C1)C=C(S2)CN2C(N(C(=CC2=O)C)C(C)C)=O)CC2(CCNCC2)C#N 4-((5-chloro-7-(2-((3-isopropyl-4-methyl-2,6-dioxo-3,6-dihydropyrimidin-1(2H)-yl)methyl)thieno[3,2-b]pyridin-7-yl)-1H-indol-1-yl)methyl)piperidine-4-carbonitrile